ClC1=CC=C2C(=CNC2=C1OC1CC1)S(=O)(=O)NC1=NC(=C(C=C1F)OCCF)F 6-Chloro-7-cyclopropyloxy-N-[3,6-difluoro-5-(2-fluoroethoxy)pyridin-2-yl]-1H-indol-3-sulfonamid